CC1=NN(C(=C1)C)C=1C=CC(N(N1)C1CCN(CC1)C(C1=CC=C(C=C1)OC(C)C)=O)=O 6-(3,5-dimethylpyrazol-1-yl)-2-[1-(4-propan-2-yloxybenzoyl)piperidin-4-yl]pyridazin-3-one